Cl.CC=1C(=C(CC2=C(C#N)C=CC=C2)C=C(C1)C)OC(CN1CCN(CC1)C)C 2-(3,5-dimethyl-2-((1-(4-methylpiperazin-1-yl)propan-2-yl)oxy)benzyl)benzonitrile hydrochloride